tert-butyl 2-(1-ethoxy-1-oxopropan-2-yl)-1-methylhydrazine-1-carboxylate C(C)OC(C(C)NN(C(=O)OC(C)(C)C)C)=O